C12(CC3CC(CC(C1)C3)C2)CCCCCCS 6-(1-adamantyl)hexane-1-thiol